N6-methyl-2'-O-methyladenosine CNC=1C=2N=CN([C@H]3[C@H](OC)[C@H](O)[C@@H](CO)O3)C2N=CN1